BrC1=CC2=CC=C(C(=C2C=C1)C1=CC=CC2=CC(=CC=C12)Br)O 6,6'-dibromobinaphthol